5-((4-(3-(5-chloropyridin-2-yl)benzyl)piperazin-1-yl)methyl)-1-oxoisoindoline ClC=1C=CC(=NC1)C=1C=C(CN2CCN(CC2)CC=2C=C3CNC(C3=CC2)=O)C=CC1